NC1=CC=C(C(=O)NCCN(CC)CC)C=C1 4-amino-N-(2-(diethylamino)ethyl)benzamide